IC=1C=C(C=CC1)CC#N 3-Iodophenylacetonitrile